N-(5-(benzo[d][1,3]dioxol-5-yl)-1-(2-methoxypropyl)-1H-pyrazolo[3,4-b]pyridin-3-yl)-2-methylfuran-3-carboxamide O1COC2=C1C=CC(=C2)C=2C=C1C(=NC2)N(N=C1NC(=O)C1=C(OC=C1)C)CC(C)OC